methyl (S)-4-(5,6-difluoro-4-((R)-1-fluoroethyl) pyridin-3-yl)-2-methyl-5-oxo-1,4,5,7-tetrahydrofuro[3,4-b]pyridine-3-carboxylate FC=1C(=C(C=NC1F)[C@@H]1C2=C(NC(=C1C(=O)OC)C)COC2=O)[C@@H](C)F